tert-butyl N-[2-[2-[2-[2-[2-[2-(2-azidoethoxy)ethoxy]ethoxy]ethoxy]ethoxy]ethoxy]ethyl]-N-methyl-carbamate N(=[N+]=[N-])CCOCCOCCOCCOCCOCCOCCN(C(OC(C)(C)C)=O)C